N-(5-(1,1,1-trifluoro-2-methylpropan-2-yl)isoxazol-3-yl)-4,5,6,7-tetrahydrothieno[2,3-c]pyridine-3-carboxamide FC(C(C)(C)C1=CC(=NO1)NC(=O)C1=CSC=2CNCCC21)(F)F